FC1(CC2(CC1)CC(N(CC2)C(=O)OC(C)(C)C)C2=CC=C(C=C2)C(=O)OC)F (±)-tert-butyl 2,2-difluoro-7-(4-(methoxycarbonyl)phenyl)-8-azaspiro[4.5]decane-8-carboxylate